N-((1H-pyrrolo[3,2-c]pyridin-2-yl)methyl)-2-(2-oxo-6-phenyl-3-(2,8-diazaspiro[4.5]decan-2-yl)pyrazin-1(2H)-yl)acetamide bis-trifluoroacetate FC(C(=O)O)(F)F.FC(C(=O)O)(F)F.N1C(=CC=2C=NC=CC21)CNC(CN2C(C(=NC=C2C2=CC=CC=C2)N2CC1(CC2)CCNCC1)=O)=O